5-(2-(4-(5-amino-4-methyl-4H-1,2,4-triazol-3-yl)piperidin-1-yl)-4-methylphenyl)pyrimidin-2-amine NC=1N(C(=NN1)C1CCN(CC1)C1=C(C=CC(=C1)C)C=1C=NC(=NC1)N)C